N-{[4-(furan-2-yl)phenyl]methyl}-6-methyl-1-(2-methylpropanoyl)-4-[(2-methyl-1,3-thiazol-5-yl)methyl]piperazine-2-carboxamide O1C(=CC=C1)C1=CC=C(C=C1)CNC(=O)C1N(C(CN(C1)CC1=CN=C(S1)C)C)C(C(C)C)=O